(2-(2,2-difluoroethoxy)pyridin-4-yl)(2,8-dimethyl-1,2,3,4,4a,9b-hexahydro-5H-pyrido[4,3-b]indol-5-yl)methanone FC(COC1=NC=CC(=C1)C(=O)N1C2C(C=3C=C(C=CC13)C)CN(CC2)C)F